2-{8-[(2,5-difluoro-4-methylphenyl)methyl]-3-(hydroxymethyl)imidazo[1,2-a]pyrazin-6-yl}-5-fluoropyrimidin-4-ol FC1=C(C=C(C(=C1)C)F)CC=1C=2N(C=C(N1)C1=NC=C(C(=N1)O)F)C(=CN2)CO